FC(C(=O)O)(F)F.ClC=1C=C(C=C(C1)Cl)N1CCN(CC1)S(=O)(=O)C1=CC=C(C=C1)NC(C1=C(C=CC(=C1)CNC(=N)N)N(S(=O)(=O)C)C)=O N-(4-((4-(3,5-dichlorophenyl)piperazin-1-yl)sulfonyl)phenyl)-5-(guanidinomethyl)-2-(N-methylmethylsulfonamido)benzamide 2,2,2-trifluoroacetate